2-amino-5-bromo-N'-(2,5-difluorobenzoyl)-nicotinoyl-hydrazine NC1=C(C(=O)NNC(C2=C(C=CC(=C2)F)F)=O)C=C(C=N1)Br